BrC1=C(C(=C(C(=C1F)F)C#N)F)F 4-bromo-2,3,5,6-tetrafluorocyanobenzene